butyryl-1,3-di-O-benzyl-D-glucosamine C(CCC)(=O)C1(OCC2=CC=CC=C2)[C@H](N)[C@@H](OCC2=CC=CC=C2)[C@H](O)[C@H](O1)CO